N-(3-((6-(4H-1,2,4-triazol-4-yl)-1H-indazol-4-yl)amino)propyl)-3-(((4-chloro-5-phenyl-1H-pyrazol-3-yl)methyl)amino)propanamide N=1N=CN(C1)C1=CC(=C2C=NNC2=C1)NCCCNC(CCNCC1=NNC(=C1Cl)C1=CC=CC=C1)=O